5-(4-(3-(2-azaspiro[3.3]heptan-2-yl)phenyl)piperidine-1-carbonyl)-3-fluoro-2-hydroxybenzaldehyde C1N(CC12CCC2)C=2C=C(C=CC2)C2CCN(CC2)C(=O)C=2C=C(C(=C(C=O)C2)O)F